1-phenyl-2,8,9-trioxa-5-aza-1-silabicyclo[3.3.3]undecane C1(=CC=CC=C1)[Si]12OCCN(CCO1)CCO2